ClC1=NC(=CC(=C1C=O)C1=C(C=NN1C)C)N1[C@@H](COCC1)C 2-chloro-4-(1,4-dimethyl-1H-pyrazol-5-yl)-6-[(3R)-3-methylmorpholin-4-yl]pyridine-3-carbaldehyde